C1(CCCCCC1)NP(C1=CC(=CC=C1)[Si](CCCC)(CCCC)CCCC)C1=CC(=CC=C1)[Si](CCCC)(CCCC)CCCC N-cycloheptyl-1,1-bis(3-(tributylsilyl)phenyl)phosphanamine